C1CCCC12OCCC(C2)=O 6-oxaspiro[4.5]decan-9-one